2,3,3-trimethyl-3H-indolium-5-sulfonate CC1=[NH+]C2=CC=C(C=C2C1(C)C)S(=O)(=O)[O-]